N1=CN=CC2=C1NC=C2C=2SC=C(N2)C=2C=C(C=CC2)[C@@]2(CCC=1C2=NC=CC1)O (R,S)-7-(3-(2-(7H-pyrrolo[2,3-d]pyrimidin-5-yl)thiazol-4-yl)phenyl)-6,7-dihydro-5H-cyclopenta[b]pyridin-7-ol